ClC=1C(=C(C=CC1OC(F)F)NC=1C2=C(N=CN1)C=CC(=N2)N2[C@@H]1CN([C@H](C2)C1)C(C=C)=O)F 1-((1S,4S)-5-(4-((3-chloro-4-(difluoromethoxy)-2-fluorophenyl)amino)pyrido[3,2-d]pyrimidin-6-yl)-2,5-diazabicyclo[2.2.1]heptan-2-yl)prop-2-en-1-one